C1(=CC=CC=C1)C(C)(CC)O 2-phenyl-butan-2-ol